tert-Butyl (1R,3S)-3-methoxycyclohexylcarbamate CO[C@@H]1C[C@@H](CCC1)NC(OC(C)(C)C)=O